(2S,4R)-N-[(S)-[4-(3,3-difluorocyclobutyl)-3-fluorophenyl](phenyl)methyl]-4-fluoro-1-[2-(5-methyl-1,3-oxazol-2-yl)acetyl]pyrrolidine-2-carboxamide FC1(CC(C1)C1=C(C=C(C=C1)[C@@H](NC(=O)[C@H]1N(C[C@@H](C1)F)C(CC=1OC(=CN1)C)=O)C1=CC=CC=C1)F)F